CC1=C(NC(=C1)C)C=C1N=C(C=C1OC)C=1NC2=CC=CC=C2C1 2-(2-((3,5-dimethyl-1H-pyrrol-2-yl)methylene)-3-methoxy-2H-pyrrol-5-yl)-1H-indole